FC=C(CN1C(C2=CC=CC=C2C1=O)=O)CN1C=CC2=CC(=CC=C12)C(=O)N1CCCC1 2-(3-fluoro-2-((5-(pyrrolidine-1-carbonyl)-1H-indol-1-yl)methyl)allyl)isoindoline-1,3-dione